N1(CCC1)CC1(CC1)NC([C@@](C)(C1=CC=CC=C1)F)=O (R)-N-(1-(azetidin-1-ylmethyl)cyclopropyl)-2-fluoro-2-phenylpropanamide